(1R,2R)-2-(5-chloro-2-cyanophenyl)-N-(4-(((6-cyclopropylimidazo[1,2-a]pyridin-2-yl)methyl)amino)pyridin-2-yl)cyclopropane-1-carboxamide ClC=1C=CC(=C(C1)[C@H]1[C@@H](C1)C(=O)NC1=NC=CC(=C1)NCC=1N=C2N(C=C(C=C2)C2CC2)C1)C#N